C1(=CC=C(C=C1)SC1=NC(=NC2=CC=C(C=C12)C)C(F)(F)F)C1=CC=CC=C1 4-([1,1'-biphenyl]-4-ylsulfanyl)-6-methyl-2-(trifluoromethyl)quinazoline